ClC1=C(C=C(C(=C1)S(NC=1SC=CN1)(=O)=O)F)N1CC(CC1)CCC(=O)O 3-(1-(2-chloro-5-fluoro-4-(N-(thiazol-2-yl)sulfamoyl)phenyl)pyrrolidin-3-yl)propanoic acid